FC(C(=O)N1[C@H](CNCC1)CC#N)=C (S)-2-(1-(2-fluoro-acryl)piperazin-2-yl)acetonitrile